CC(C)CC(CCCC(C)C)=C 2,8-dimethyl-4-methylenenonane